5-((4-fluorophenyl)ethynyl)-4'-sulfamoylbiphenyl-3-carboxamide FC1=CC=C(C=C1)C#CC=1C=C(C=C(C1)C1=CC=C(C=C1)S(N)(=O)=O)C(=O)N